(1S,4S)-N4-(2-{3-[(2-ethoxy-4-methane-sulfonylphenyl)amino]prop-1-yn-1-yl}-1-(2,2,2-trifluoroethyl)-1H-indol-4-yl)-N1,N1-dimethylcyclohexane-1,4-diamine C(C)OC1=C(C=CC(=C1)S(=O)(=O)C)NCC#CC=1N(C2=CC=CC(=C2C1)NC1CCC(CC1)N(C)C)CC(F)(F)F